4-((5-(1-methyl-1H-benzo[d][1,2,3]triazol-6-yl)pyrrolo[2,1-f][1,2,4]triazin-2-yl)amino)cyclohexane-1-ol CN1N=NC2=C1C=C(C=C2)C=2C=CN1N=C(N=CC12)NC1CCC(CC1)O